BrCCCCCCCCCCC12CC(C1)(C2)F 1-(10-bromodecyl)-3-fluoro-bicyclo[1.1.1]Pentane